2-methyl-1,8-octanediol dimethacrylate C(C(=C)C)(=O)OCC(CCCCCCOC(C(=C)C)=O)C